10,10',10'',10'''-(4-(1-methyl-1H-benzo[d]imidazol-2-yl)benzene-1,2,3,5-tetrayl)tetrakis(5-methyl-5,10-dihydrophenazine) CN1C(=NC2=C1C=CC=C2)C2=C(C(=C(C=C2N2C1=CC=CC=C1N(C=1C=CC=CC21)C)N2C1=CC=CC=C1N(C=1C=CC=CC21)C)N2C1=CC=CC=C1N(C=1C=CC=CC21)C)N2C1=CC=CC=C1N(C=1C=CC=CC21)C